C(C)OC(CCC(=O)C=1SC2=C(C1)C(=C(C(=C2)OC)Br)F)=O 4-(5-bromo-4-fluoro-6-methoxy-benzothien-2-yl)-4-oxobutanoic acid ethyl ester